C1(=CC=CC=C1)C=1N=C(C2=CC=CC=C2C1)C1(C(=C(C(CC1)=O)O)C(C)=O)C1=NC(=CC2=CC=CC=C12)C1=CC=CC=C1.[Ir+3] iridium(III) bis(phenylisoquinolyl)(acetylhydroxycyclohexeneone)